platinum bis(ethylenediamine) nitrate [N+](=O)([O-])[O-].C(CN)N.C(CN)N.[Pt+2].[N+](=O)([O-])[O-]